(6S)-6-[2-Chloro-3-(2,4-difluoro-phenyl)phenyl]-3-[(2S*,4S*)-1,2-dimethylpiperidin-4-yl]-2-imino-6-methylhexahydropyrimidin-4-one hydrochloride Cl.ClC1=C(C=CC=C1C1=C(C=C(C=C1)F)F)[C@@]1(CC(N(C(N1)=N)[C@@H]1C[C@@H](N(CC1)C)C)=O)C |o1:23,25|